7-(diethylamino)-3-(hydroxymethyl)-2H-1-benzopyran-2-one C(C)N(C1=CC2=C(C=C(C(O2)=O)CO)C=C1)CC